2-(2-(4'-fluoro-[1,1'-biphenyl]-4-yl)tetrahydro-2H-pyran-4-yl)-4,5-dihydro-1H-imidazole FC1=CC=C(C=C1)C1=CC=C(C=C1)C1OCCC(C1)C=1NCCN1